BrC1=CC=C2C(=NN(C(C2=C1)=O)CC(=O)OC)C(F)(F)F methyl 2-(7-bromo-1-oxo-4-(trifluoromethyl)phthalazin-2(1H)-yl)acetate